5-hydroxymethyl-furan-2-carboxylic acid OCC1=CC=C(O1)C(=O)O